methyl 2-{4-[N-{[3-(trifluoromethyl)phenyl]methoxy}ethanimidoyl]phenoxy}acetate FC(C=1C=C(C=CC1)CON=C(C)C1=CC=C(OCC(=O)OC)C=C1)(F)F